3,6-Di(azetidin-1-yl)-10-(3-(trimethylsilyl)propyl)acridin-10-ium iodid [I-].N1(CCC1)C=1C=CC2=CC3=CC=C(C=C3[N+](=C2C1)CCC[Si](C)(C)C)N1CCC1